7-[5-chloro-2-(3,3-difluorocyclobutyl)oxyphenyl]-N-[(2,4-dimethoxyphenyl)methyl]Cinnolin-4-amine ClC=1C=CC(=C(C1)C1=CC=C2C(=CN=NC2=C1)NCC1=C(C=C(C=C1)OC)OC)OC1CC(C1)(F)F